C1(CC1)C(=O)NC1=NC=CC(=C1)OC1=C(C=C(C=C1)C=1N(C=C(N1)C(=O)N)C1=C(C=CC=C1F)F)F (4-{[2-(cyclopropanecarboxamido)pyridin-4-yl]oxy}-3-fluorophenyl)-1-(2,6-difluorophenyl)-1H-imidazole-4-carboxamide